1-toluenesulfonate CC1(CC=CC=C1)S(=O)(=O)[O-]